3-fluoro-5-[(3S)-2-[1-(6-methoxypyrimidin-4-yl)piperidine-4-carbonyl]isoxazolidin-3-yl]-2-methyl-benzonitrile FC=1C(=C(C#N)C=C(C1)[C@H]1N(OCC1)C(=O)C1CCN(CC1)C1=NC=NC(=C1)OC)C